3-Bromo-5-chlorophenol BrC=1C=C(C=C(C1)Cl)O